CC1=CC=C(S1)C1=NC=2C(=C3C(=NC2)NC=C3)N1C=1C=NN(C1)C(C#N)C 4-(2-(5-methylthiophen-2-yl)imidazo[4,5-d]pyrrolo[2,3-b]pyridin-1(6H)-yl)-1H-pyrAzol-1-ylpropionitrile